NC1=NC(=NC(=N1)C=1C=CC=2N(C1)C(=NC2)C)N2C[C@@H](CC[C@@H]2C)C(=O)OC methyl (3R,6S)-1-(4-amino-6-(3-methylimidazo[1,5-a]pyridin-6-yl)-1,3,5-triazin-2-yl)-6-methylpiperidine-3-carboxylate